CC(CC[C@@H](C(=O)O)NC1=NC=NC2=C(C=CC=C12)C)(C)C (S)-5,5-dimethyl-2-(8-methyl-4-quinazolinylamino)hexanoic acid